6-fluoro-8-(4-(naphth-1-yl)phenyl)-3,4-dihydrobenzo[e][1,2,3]oxathiazine 2,2-Dioxide FC=1C=C(C2=C(CNS(O2)(=O)=O)C1)C1=CC=C(C=C1)C1=CC=CC2=CC=CC=C12